C1(=C(C(=CC(=C1)C)C)C(=O)OCCCCCCCC)C.C1(=C(C(=CC(=C1)C)C)C(=O)OCCCCCCCC)C.C1(=C(C(=CC(=C1)C)C)C(=O)OCCCCCCCC)C trioctyl trimesitate